C1(=CC=CC=C1)N(C1=CC=C(C=C1)C#CC=1C=C(C(=O)O)C=CN1)C1=CC=CC=C1 2-((4-(diphenylamino)phenyl)ethynyl)isonicotinic acid